3-[4-[3-[4-[(3R,5R)-5-[(5-chloro-1-methyl-6-oxo-pyridazin-4-yl)amino]-1-methyl-3-piperidyl]benzoyl]-3-azaspiro[5.5]undecan-9-yl]-2-methoxy-phenyl]piperidine-2,6-dione ClC1=C(C=NN(C1=O)C)N[C@@H]1C[C@@H](CN(C1)C)C1=CC=C(C(=O)N2CCC3(CC2)CCC(CC3)C3=CC(=C(C=C3)C3C(NC(CC3)=O)=O)OC)C=C1